C1(=CCC1)P(O)(=O)CCCCCCCCCCCCCCCCCC cyclobutenyl-octadecyl-phosphinic acid